C(CC=C)C1=CC=CC=C1 4-(3-buten-1-yl)benzene